ClC=1C=C(CN2CCCCC2)C=CC1F 1-(3-chloro-4-fluorobenzyl)piperidin